CC1(C2CCC(C1C2)C(CCC=C)=O)C 1-(6,6-dimethylbicyclo[3.1.1]hept-2-yl)pent-4-en-1-one